2,7-diamino-10-ethyl-9-phenylphenanthrene bromide [Br-].NC1=CC=2C(=C(C3=CC(=CC=C3C2C=C1)N)C1=CC=CC=C1)CC